ClC1(CC1)C(CCC(CN1N=CN=C1)O)(CC1=C(C(=CC=C1)Cl)F)O 3-[2-(1-chlorocyclopropyl)-3-(3-chloro-2-fluorophenyl)-2-hydroxy-propyl]-1-(1,2,4-triazol-1-yl)propan-2-ol